C(=CC1=CC=CC=C1)CC(=O)O.CNCCN1N=CC=C1 1-[2-(methylamino)ethyl]-1H-pyrazole styreneyl-acetate